methyl (2S)-4-(5-amino-1-methyl-benzimidazol-2-yl)-2-(tert-butoxycarbonylamino)butanoate NC1=CC2=C(N(C(=N2)CC[C@@H](C(=O)OC)NC(=O)OC(C)(C)C)C)C=C1